C1(=CC=CC=C1)C1=CC=C(C=2NN(NC21)CC(C)C)C2=CC=CC=C2 4,7-bis(phenyl)-2-isobutyl-1H-benzotriazole